FC1(CNCCC1N1N=CC(=C1)CC=1C=2C3=C(C(N(C3=CC1)C1C(NC(CC1)=O)=O)=O)C=CC2)F 3-[6-[[1-[3,3-difluoro-4-piperidyl]pyrazol-4-yl]methyl]-2-oxo-benzo[cd]indol-1-yl]piperidine-2,6-dione